(3R,4R)-4-(((7-(benzylamino)-3-isopropylpyrazolo[1,5-a]pyrimidin-5-yl)amino)methyl)piperidin-3-ol C(C1=CC=CC=C1)NC1=CC(=NC=2N1N=CC2C(C)C)NC[C@@H]2[C@H](CNCC2)O